N1C(C=CC=C1C(=O)N)(C)C(=O)N picoline-2,6-dicarboxamide